O=C1CC(N(C2=C(N1)C1=CC=CC=C1C=C2)C=2C=C(C=CC2)NS(=O)(=O)C2=CC=CC1=CC=CC=C21)=O N-[3-(2,4-dioxo-1,2,3,4-tetrahydronaphtho[1,2-b]-[1,4]diazepin-5-yl)phenyl]-1-naphthalenesulfonamide